FC1(OC2=C(O1)C=CC(=C2)[C@@H](C)OC2=NC=CC(=C2)N2N=C(C=1CCCC(C21)=O)C(F)(F)F)F 1-[2-[(1R)-1-(2,2-difluoro-1,3-benzodioxol-5-yl)ethoxy]-4-pyridinyl]-3-(trifluoromethyl)-5,6-dihydro-4H-indazol-7-one